C(C)(C)(C)OC(=O)N1CC(C(=CC1)C1=C(C=C2C(=NN(C2=C1)C)N1C(NC(CC1)=O)=O)F)(F)F 4-[3-(2,4-dioxohexahydropyrimidin-1-yl)-5-fluoro-1-methyl-indazol-6-yl]-3,3-difluoro-2,6-dihydropyridine-1-carboxylic acid tert-butyl ester